BrC1=C(C=C(S1)C=1NOC(C1)(C(F)(F)F)C1=C(C=C(C=C1F)F)F)C 3-(5-bromo-4-methylthiophene-2-yl)-5-(2,4,6-trifluorophenyl)-5-(trifluoromethyl)-isoxazole